C12(CC3CC(CC(C1)C3)C2)NS([O-])(=O)=O.C(C)(C)(C)C2=CC=C(C=C2)[S+](C2=CC=CC=C2)C2=CC=CC=C2 (4-(tert-butyl)phenyl)diphenylsulfonium ((3s,5s,7s)-adamantan-1-yl)sulfamate